(7R,8aS)-7-(2,3-dichloro-6-hydroxyphenyl)-2-[2-(tetrahydro-2H-pyran-2-yl)-1,2,4-triazol-3-yl]-hexahydropyrrolo[1,2-a]pyrazin-4-one ClC1=C(C(=CC=C1Cl)O)[C@H]1C[C@@H]2N(C(CN(C2)C=2N(N=CN2)C2OCCCC2)=O)C1